1-[3-fluoro-5-(trifluoromethyl)phenyl]-N-{[(2R)-pyrrolidin-2-yl]methyl}cyclobutan-1-amine FC=1C=C(C=C(C1)C(F)(F)F)C1(CCC1)NC[C@@H]1NCCC1